7-(8-fluoronaphthalen-1-yl)-2-((hexahydro-1H-pyrrolizine-7a-yl)methoxy)pyrido[4,3-d]Pyrimidine FC=1C=CC=C2C=CC=C(C12)C1=CC=2N=C(N=CC2C=N1)OCC12CCCN2CCC1